COCCOC(C(C(C)=O)=CC1=C(C=C(C=C1)C#N)OC)=O 2-(4-cyano-2-methoxybenzylidene)-3-oxobutanoic acid 2-methoxyethyl ester